N-(4-(thiophen-2-ylmethoxy)phenyl)-3,4-dihydro-2H-[1,4]oxazino[2,3-f]quinazolin-10-amine S1C(=CC=C1)COC1=CC=C(C=C1)NC1=NC=NC2=CC=C3C(=C12)OCCN3